3-chloropyridinecarbonitrile ClC=1C(=NC=CC1)C#N